2-chloro-4,6-dimethoxytriazine ClN1NC(=CC(=N1)OC)OC